1-(2-(2-(tert-butyl)phenoxy)pyridin-3-yl)-3-(5-(trifluoromethyl)thiophen-2-yl)urea C(C)(C)(C)C1=C(OC2=NC=CC=C2NC(=O)NC=2SC(=CC2)C(F)(F)F)C=CC=C1